FC(C=1C(=C(C=CC1)[C@@H](C)NC=1C=2C(N=C(N1)C)=C(C(N(C2)C2(CC2)CF)=O)NC2CCN(CC2)C2COC2)F)F (R)-4-((1-(3-(difluoromethyl)-2-fluorophenyl)ethyl)amino)-6-(1-(fluoromethyl)cyclopropyl)-2-Methyl-8-((1-(oxetan-3-yl)piperidin-4-yl)amino)pyrido[4,3-d]pyrimidin-7(6H)-one